(2R,3R,11bR)-3-(2,2-dimethylpropyl)-9-[(2R)-2-hydroxy-3-methoxypropoxy]-10-methoxy-1H,2H,3H,4H,6H,7H,11bH-pyrido[2,1-a]isoquinolin-2-ol CC(C[C@H]1[C@@H](C[C@H]2N(CCC3=CC(=C(C=C23)OC)OC[C@@H](COC)O)C1)O)(C)C